ethylenebis(dithiocarbamic acid) disodium [Na].[Na].C(CNC(S)=S)NC(S)=S